6-(4-amino-2,6-dimethylphenoxy)-3,4-dihydroisoquinolin-1(2H)-one NC1=CC(=C(OC=2C=C3CCNC(C3=CC2)=O)C(=C1)C)C